4-bromo-2H-chromen-2-one BrC1=CC(OC2=CC=CC=C12)=O